tert-butyl (R)-3-((S)-1-(tert-butoxy)-3-(2,4-difluoro-5-vinylphenyl)-1-oxopropan-2-yl)pyrrolidine-1-carboxylate C(C)(C)(C)OC([C@@H](CC1=C(C=C(C(=C1)C=C)F)F)[C@@H]1CN(CC1)C(=O)OC(C)(C)C)=O